C(C)(C)(C)OC(=O)N([C@H](C[C@@H](OCCC)C=1SC=CN1)C(C)C)C 2-((1R,3R)-3-((tert-butoxycarbonyl)(methyl)amino)-4-methyl-1-propoxypentyl)thiazole